N-(4-((1-(3,5-dichlorophenyl)piperidin-4-yl)sulfonyl)phenyl)-2-(N-methylmethylsulfonamido)benzamide ClC=1C=C(C=C(C1)Cl)N1CCC(CC1)S(=O)(=O)C1=CC=C(C=C1)NC(C1=C(C=CC=C1)N(S(=O)(=O)C)C)=O